[Pd](Cl)Cl.C1(=CC=CC=C1)P([C-]1C=CC=C1)C1=CC=CC=C1.[C-]1(C=CC=C1)P(C1=CC=CC=C1)C1=CC=CC=C1.[Fe+2] 1,1'-Didiphenylphosphinoferrocene Palladium dichloride